5-bromo-1,3-dichloro-2-(2-fluoro-4-methoxy-phenoxy)benzene BrC=1C=C(C(=C(C1)Cl)OC1=C(C=C(C=C1)OC)F)Cl